3-(5-(4-(3-((4-((5-(difluoromethoxy)-pyrimidin-2-yl)amino)piperidin-1-yl)sulfonyl)benzyl)piperazin-1-yl)-6-fluoro-1-oxoisoindolin-2-yl)piperidine-2,6-dione FC(OC=1C=NC(=NC1)NC1CCN(CC1)S(=O)(=O)C=1C=C(CN2CCN(CC2)C=2C=C3CN(C(C3=CC2F)=O)C2C(NC(CC2)=O)=O)C=CC1)F